2,4-difluoro-5-nitrobenzenesulfonic acid FC1=C(C=C(C(=C1)F)[N+](=O)[O-])S(=O)(=O)O